[N+](=O)([O-])C1=C(C=CC=C1)S(=O)(=O)NC(OCC1=CC=CC=C1)=O Benzyl ((2-nitrophenyl)sulfonyl)carbamate